N(=[N+]=[N-])C1C(N(CC1CF)CC1=CC=CC=C1)=O 3-azido-1-benzyl-4-(fluoromethyl)pyrrolidin-2-one